C1(=CC=C(C=C1)C1=NC(=CC2=C1NC1=CC=CC=C21)N)C 1-p-tolyl-9H-pyrido[3,4-b]indol-3-amine